(5-Hydroxy-1,4-dioxo-1,4-dihydronaphthalen-2-yl)-L-valine methyl ester COC([C@@H](NC=1C(C2=CC=CC(=C2C(C1)=O)O)=O)C(C)C)=O